2,2,6,6-tetramethyltetrahydro-4H-pyran CC1(OC(CCC1)(C)C)C